FC(OC=1C=C(C=CC1F)C=1C=C(C(=NC1)C)CN1C(O[C@@H](C1)C)=O)F (5R)-3-[[5-[3-(Difluoromethoxy)-4-fluoro-phenyl]-2-methyl-3-pyridyl]methyl]-5-methyl-oxazolidin-2-one